N2-(4-dimethylamino-benzyl)-cyclohexane-1,2-diamine CN(C1=CC=C(CNC2C(CCCC2)N)C=C1)C